N-(4-((2-(1,1-difluoroethyl)pyrimidin-4-yl)amino)-5-(6-((2-methoxyethyl)(methyl)amino)pyrazin-2-yl)pyridin-2-yl)acetamide FC(C)(F)C1=NC=CC(=N1)NC1=CC(=NC=C1C1=NC(=CN=C1)N(C)CCOC)NC(C)=O